OC1=C(C=CC=C1)C=1C=C2C(=NN1)NC[C@@H]1N2CCN(C1)C(=O)N1C(CNCC1)C ((S)-2-(2-hydroxyphenyl)-5,6,6a,7,9,10-hexahydro-8H-pyrazino[1',2':4,5]pyrazino[2,3-c]pyridazin-8-yl)(2-methyl-piperazin-1-yl)methanone